C(C)(C)(C)C1=C(OC2=C(C=C(C=C2)C2=NOC(=N2)CN2C(N(C3(C2=O)CCN(CC3)C(=O)OCCCC)CCN3CCOCC3)=O)C(F)(F)F)C=CC=C1 butyl 3-((3-(4-(2-(tert-butyl)phenoxy)-3-(trifluoromethyl)phenyl)-1,2,4-oxadiazol-5-yl)methyl)-1-(2-morpholinoethyl)-2,4-dioxo-1,3,8-triazaspiro[4.5]decane-8-carboxylate